BrC1=CC(=NC=C1)C(=O)OC(C(F)F)OC 4-bromo-2-(2-methoxy-1,1-difluoro-2-ethoxycarbonyl)pyridine